NCCCNCC[Si](OC)(OC)OC N-(3-aminopropyl)-2-aminoethyl-trimethoxysilane